4-((3,4-difluorophenyl)thio)-1H-1,2,3-triazole-5-carboxylic acid FC=1C=C(C=CC1F)SC=1N=NNC1C(=O)O